2-({[3-(methylsulfanyl) phenyl] carbamoyl} oxy)-ethylprop-2-enoate CSC=1C=C(C=CC1)NC(=O)OCCOC(C=C)=O